6-Hydroxy-L-Tryptophan OC=1C=C2NC=C(C[C@H](N)C(=O)O)C2=CC1